3-[4-(azetidin-3-yloxy)phenyl]piperidine-2,6-dione N1CC(C1)OC1=CC=C(C=C1)C1C(NC(CC1)=O)=O